C(C)(=O)C1=C(N=C(N1CCNC(OC(C)(C)C)=O)C)Cl tert-butyl (2-(5-acetyl-4-chloro-2-methyl-1H-imidazol-1-yl)ethyl)carbamate